(E)-2-cyano-3-(1-phenyl-1H-indol-3-yl)acrylic acid C(#N)/C(/C(=O)O)=C\C1=CN(C2=CC=CC=C12)C1=CC=CC=C1